3-ACETYL-6-AMINO-4-METHYLPICOLINIC ACID C(C)(=O)C=1C(=NC(=CC1C)N)C(=O)O